6-methyl-5-(2-fluorophenyl)-2,3-dihydro[1,3]thiazolo[4,5-b]pyridine CC=1C=C2C(=NC1C1=C(C=CC=C1)F)NCS2